4-[(tert-butyldimethylsilyl)oxy]-N-methylaniline [Si](C)(C)(C(C)(C)C)OC1=CC=C(NC)C=C1